C1(CC12CCC2)C2=NC=NO2 5-(spiro[2.3]hexan-1-yl)-1,2,4-oxadiazol